4-(7-Bromobenzo[d]imidazo[2,1-b]thiazol-2-yl)-3-(trifluoromethyl)benzoic acid methyl ester COC(C1=CC(=C(C=C1)C=1N=C2SC3=C(N2C1)C=CC(=C3)Br)C(F)(F)F)=O